ClC=1C=C(C=CC1)C(=O)N1C(/C(/CC1)=C/C#CC1=NC(=CC=C1)C)(C)C (3-chlorophenyl){(3E)-2,2-dimethyl-3-[3-(6-methylpyridin-2-yl)prop-2-yn-1-ylidene]pyrrolidin-1-yl}methanone